(1-hydroxy-6-phenyl-2,3,1-benzodiazaborinin-2-yl)-(5-methylthiazol-2-yl)methanone OB1N(N=CC2=C1C=CC(=C2)C2=CC=CC=C2)C(=O)C=2SC(=CN2)C